N-(4-cyano-2,5-difluorophenyl)-5-[2-(trifluoromethoxy)phenyl]-1H-pyrrole-3-sulfonamide C(#N)C1=CC(=C(C=C1F)NS(=O)(=O)C1=CNC(=C1)C1=C(C=CC=C1)OC(F)(F)F)F